C(CCCCCCCCCCCCCCCCC)NC(C1=CC(C(=O)NCCCCCCCCCCCCCCCCCC)=CC=C1)=O N,N'-dioctadecyl-isophthalamide